rac-(R)-7-(sec-butoxy)-6-iodo-2-(1-methyl-2-oxabicyclo[2.1.1]hexan-4-yl)imidazo[1,2-a]pyrimidine [C@@H](C)(CC)OC1=NC=2N(C=C1I)C=C(N2)C21COC(C2)(C1)C |r|